benzyl-2-amino-2-methylpropanoate C(C1=CC=CC=C1)OC(C(C)(C)N)=O